1-propyl-1-butylpyrrolidinium bis(trifluoromethanesulfonyl)imide salt [N-](S(=O)(=O)C(F)(F)F)S(=O)(=O)C(F)(F)F.C(CC)[N+]1(CCCC1)CCCC